2-((1-methyl-3-(pyridin-3-yl)-1H-pyrazol-5-yl)sulfonyl)-6-(tetrahydro-2H-pyran-4-yl)-2,6-diazaspiro[3.3]heptane CN1N=C(C=C1S(=O)(=O)N1CC2(C1)CN(C2)C2CCOCC2)C=2C=NC=CC2